(1r,3r)-3-(2-cyclopropyl-1H-imidazol-1-yl)cyclobutyl ((7-chloro-2-(2,6-dioxopiperidin-3-yl)-4-fluoro-3-oxoisoindolin-5-yl)methyl)carbamate formate C(=O)O.ClC=1C=C(C(=C2C(N(CC12)[C@H]1C(NC(CC1)=O)=O)=O)F)CNC(OC1CC(C1)N1C(=NC=C1)C1CC1)=O